CN1N=NC=2CNCCC21 1-methyl-1H,4H,5H,6H,7H-[1,2,3]triazolo[4,5-C]pyridine